ClC=1C=CC2=C(OC(CO2)COC2=CC=C(C=C2)C(CC(=O)O)C#CC)C1 3-(4-((7-chloro-2,3-dihydrobenzo[b][1,4]dioxin-2-yl)methoxy)phenyl)-4-hexynoic acid